C1(CC1)C=1N=NN(C1)[C@@H](C(=O)N1[C@H](C[C@@H](C1)O)C(=O)NCC1N(C(CC1)=O)C)C(C)(C)C (2R,4s)-1-[(2R)-2-(4-cyclopropyl-triazol-1-yl)-3,3-dimethyl-butyryl]-4-hydroxy-N-[(1-methyl-5-oxo-pyrrolidin-2-yl)methyl]pyrrolidine-2-carboxamide